1-((1R,2R,4S)-7-cyano-7-azabicyclo[2.2.1]heptan-2-yl)-3-((3-(2-propanyl)-2,3-dihydro-1H-inden-1-yl)methyl)urea C(#N)N1[C@H]2[C@@H](C[C@@H]1CC2)NC(=O)NCC2CC(C1=CC=CC=C21)C(C)C